C(#N)C1(CCN(CC1)C=1C2=C(N=C(N1)C1=C(C(=CC(=C1Cl)OC)OC)Cl)C=NC(=C2)N[C@H]2[C@H](COC2)NC(C=C)=O)C N-((3R,4S)-4-((4-(4-cyano-4-methyl-piperidin-1-yl)-2-(2,6-dichloro-3,5-dimethoxy-phenyl)pyrido[3,4-d]pyrimidin-6-yl)amino)tetrahydrofuran-3-yl)acrylamide